2,2,2-trifluoro-ethylamine hydrochloride Cl.FC(CN)(F)F